COC(=O)[C@H]1C[C@@H](CCC1)NC=1C(=C2CC[C@@H](N(C2=CC1)C(=O)OC)C)[N+](=O)[O-] methyl (2S)-6-[[(1R,3R)-3-(methoxycarbonyl) cyclohexyl]amino]-2-methyl-5-nitro-1,2,3,4-tetrahydroquinoline-1-carboxylate